N-((2,6-dihydroxy-5'-methyl-4-pentyl-1',2',3',4'-tetrahydro-[1,1'-biphenyl]-3-yl)methyl)pyrrolidine-1-carboxamide OC1=C(C(=CC(=C1CNC(=O)N1CCCC1)CCCCC)O)C1CCCC(=C1)C